ClC1=CC=C2C(=CC=3N(C2=C1)N=NN3)N(C=3C=C(C=C(C3)F)C=3C=CC(=NC3)N3S(CC1(CC1)C3)(=O)=O)CC 6-(5-(3-((8-chlorotetrazolo[1,5-a]quinolin-5-yl)(ethyl)amino)-5-fluorophenyl)pyridin-2-yl)-5-thia-6-azaspiro[2.4]heptane 5,5-dioxide